C(C=C)(=O)N1[C@@H](C[C@H](C1)OC)COC=1C(=NC=NC1N)C=1C(=C(C=C(C1)F)N1C(C2=CC=C(C=C2CC1)C1CC1)=O)CO 2-(3-(5-(((2s,4r)-1-propenoyl-4-methoxypyrrolidin-2-yl)methoxy)-6-aminopyrimidin-4-yl)-5-fluoro-2-(hydroxymethyl)phenyl)-6-cyclopropyl-3,4-dihydroisoquinolin-1(2H)-one